(3R,4R,5R,6R)-6-(acetoxymethyl)-3-(2-cyclopropylacetamido)tetrahydro-2H-pyran-2,4,5-triyl triacetate C(C)(=O)OC1O[C@@H]([C@@H]([C@@H]([C@H]1NC(CC1CC1)=O)OC(C)=O)OC(C)=O)COC(C)=O